FC=1C=CC(=C(C1)CC(=O)NCC1=CC(=NC=C1)OCC(F)(F)F)C 2-(5-Fluoro-2-methylphenyl)-N-((2-(2,2,2-trifluoroethoxy)pyridin-4-yl)methyl)acetamide